2-oxazoline-2-acetonitrile O1C(=NCC1)CC#N